2-methoxy-10-(2-phenylindol-3-yl)-10H-phenothiazine COC1=CC=2N(C3=CC=CC=C3SC2C=C1)C1=C(NC2=CC=CC=C12)C1=CC=CC=C1